Cl.C(C)N(CCOC1=CC=C(C=C1)NC1=NC=CC(=N1)N1OCCC1C1=CC=CC=C1)CC N-(4-(2-(diethylamino)ethoxy)phenyl)-4-(3-phenylisooxazolidin-2-yl)pyrimidin-2-amine hydrochloride